ClC1=CC=C(S1)CNC1=CC(=NN1C(C(CO)(C)C)=O)C1CCN(CC1)CC(C1=NC=CC=C1)(F)F 1-(5-{[(5-Chlorothiophen-2-yl)methyl]amino}-3-{1-[2,2-difluoro-2-(pyridin-2-yl)ethyl]piperidin-4-yl}-1H-pyrazol-1-yl)-3-hydroxy-2,2-dimethylpropan-1-on